N-phenyl-thiosuccinimide C1(=CC=CC=C1)N1C(CCC1=O)=S